ClC1=C(C=CC=C1)CC(=O)NC1=CC(=C(C=C1)N1N=C(N=C1)C(F)F)S(NCC1=C(C=C(C=C1)OC)OC)(=O)=O 2-(2-Chlorophenyl)-N-{4-[3-(difluoromethyl)-1H-1,2,4-triazol-1-yl]-3-[(2,4-dimethoxy-benzyl)sulfamoyl]phenyl}acetamide